(1aS,5aS)-2-(2,4-Difluoro-phenyl)-1a,2,5,5a-tetrahydro-1H-2,3-diaza-cyclopropa[a]pentalene-4-carboxylic acid ((S)-1-hydroxymethyl-2,2-dimethyl-propyl)-amide OC[C@H](C(C)(C)C)NC(=O)C=1C=2C[C@H]3[C@@H](C2N(N1)C1=C(C=C(C=C1)F)F)C3